FC([C@H]1CN(CC1)N1C(C(=CC=C1)NC(C1=C(C=C(C=C1)NS(=O)(=O)CCO)N1CCC2(CC2)CC1)=O)=O)F (R)-N-(1-(3-(difluoromethyl)pyrrolidin-1-yl)-2-oxo-1,2-dihydropyridin-3-yl)-4-((2-hydroxyethyl)sulfonamido)-2-(6-azaspiro[2.5]octan-6-yl)benzamide